ClC=1C=C(C(=NC1)C1CCN(CC1)C1=C2C(=NC(=C1)C)N(N=C2)C)C 4-[4-(5-chloro-3-methyl-2-pyridyl)-1-piperidyl]-1,6-dimethyl-pyrazolo[3,4-b]pyridine